N-(2,2-dicyclopropyl-1-(5-((2-oxo-4-(trifluoromethyl)imidazolidin-1-yl)methyl)benzo[d]oxazol-2-yl)ethyl)-1,3-dimethyl-1H-pyrazole-4-carboxamide C1(CC1)C(C(C=1OC2=C(N1)C=C(C=C2)CN2C(NC(C2)C(F)(F)F)=O)NC(=O)C=2C(=NN(C2)C)C)C2CC2